6-amino-2-(4-(tert-butyl)phenyl)-7-(3-hydroxy-2,6-dimethylphenyl)-7H-pyrrolo[2,3-d]pyrimidine-5-carboxamide NC1=C(C2=C(N=C(N=C2)C2=CC=C(C=C2)C(C)(C)C)N1C1=C(C(=CC=C1C)O)C)C(=O)N